Ethyl 6-(5-chloro-6-methylpyridin-2-yl)-3-cyclopropyl-4-oxo-4,5-dihydropyrazolo[1,5-a]pyrazine-2-carboxylate ClC=1C=CC(=NC1C)C=1NC(C=2N(C1)N=C(C2C2CC2)C(=O)OCC)=O